CN1C2=C(N(C(C1=O)=O)C1CCNCC1)N=C(C=C2)C 1,6-dimethyl-4-(piperidin-4-yl)-1,4-dihydropyrido[2,3-b]Pyrazine-2,3-dione